C(C1=CC=CC=C1)N1C(=NC2=C1C=CC=C2)CNCCC(C)C N-[(1-benzyl-1H-benzimidazol-2-yl)-methyl]isopentylamine